((diphenylsilanediyl)bis(5-(tert-butyl)-3,1-phenylene))bis(adamantan-1-amine) C1(=CC=CC=C1)[Si](C=1C=C(C=C(C1)C(C)(C)C)C1C2(CC3CC(CC1C3)C2)N)(C=2C=C(C=C(C2)C(C)(C)C)C2C3(CC1CC(CC2C1)C3)N)C3=CC=CC=C3